(R)-ethyl 4-(7-(4-chloro-3-(trifluoromethyl) benzoyl)-6-methyl-4-oxo-2-thioxo-1,2,5,6,7,8-hexahydropyrido[3,4-d]pyrimidin-3(4H)-yl)-1-methyl-1H-imidazole-2-carboxylate ClC1=C(C=C(C(=O)N2CC=3NC(N(C(C3C[C@H]2C)=O)C=2N=C(N(C2)C)C(=O)OCC)=S)C=C1)C(F)(F)F